ClC1=CC2=C(N(C(N=C2N2[C@H](CNCC2)C)=O)C2=C(C=CC=C2CC)CC)N=C1N1CCCCC1 (S)-6-chloro-1-(2,6-diethylphenyl)-4-(2-methylpiperazin-1-yl)-7-(piperidin-1-yl)pyrido[2,3-d]pyrimidin-2(1H)-one